The molecule is a sesquiterpenoid aldehyde, an intermedediate in the biosynthesis of artemisinin from artemisinic alcohol in Artemisia annua. It is a sesquiterpenoid, a carbobicyclic compound, an aldehyde and a member of octahydronaphthalenes. C[C@@H]1CC[C@H]([C@@H]2[C@H]1CCC(=C2)C)C(=C)C=O